C12(CC(C1)C2)N2C(C(N(C=C2)CC2=NC=C(N=C2)C2=C(C=CC=C2)F)=O)=O 1-(bicyclo[1.1.1]pentan-1-yl)-4-((5-(2-fluorophenyl)pyrazin-2-yl)methyl)-1,4-dihydropyrazine-2,3-dione